((2-aminopyridin-4-yl)methoxy)-5-(2,5-dimethyl-1,2,3,4-tetrahydroisoquinolin-7-yl)pyrazin-2-amine NC1=NC=CC(=C1)COC=1C(=NC=C(N1)C1=CC(=C2CCN(CC2=C1)C)C)N